S(=O)(=O)(O)N[C@H]1C(O)O[C@@H]([C@H]([C@@H]1O)O)CO N-sulpho-D-glucosamine